NC1=CC=C2C(=N1)CC[C@H]2NC([C@H](C)NC(=O)[C@@H]2NCCC(=C2)C2=C(C=C(C=C2)F)C(F)(F)F)=O (R)-N-((S)-1-(((R)-2-amino-6,7-dihydro-5H-cyclopenta[b]pyridin-5-yl)amino)-1-oxopropan-2-yl)-4-(4-fluoro-2-(trifluoromethyl)phenyl)-1,2,5,6-tetrahydropyridine-2-carboxamide